COC1=C(C(=C2C(=C1)OC(=CC2=O)C3=CC=C(C=C3)O)O)[C@H]4[C@@H]([C@H]([C@@H]([C@H](O4)CO)O)O)O[C@H]5[C@@H]([C@H]([C@@H]([C@H](O5)CO)O)O)O The molecule is a flavone C-glycoside that is flavone substituted by hydroxy groups at positions 5 and 4', a methoxy group at position 7 and a 2-O-beta-D-glucopyranosyl-beta-D-glucopyranosyl residue at position 6 via a C-glycosidic linkage. It has a role as a plant metabolite and an anxiolytic drug. It is a flavone C-glycoside, a dihydroxyflavone and a monomethoxyflavone. It derives from a flavone.